ClC1=C(C=CC=C1C1=NN2C(C(CCC2)N2C[C@@H](CC2)O)=C1)C1=C(C(=CC=C1)NC=1N=CC=C2C=C(C=NC12)CN1C[C@@H](CC1)O)Cl (3R)-1-(2-(2,2'-dichloro-3'-((3-(((R)-3-hydroxypyrrolidin-1-yl)methyl)-1,7-naphthyridin-8-yl)amino)-[1,1'-biphenyl]-3-yl)-4,5,6,7-tetrahydropyrazolo[1,5-a]pyridin-4-yl)pyrrolidin-3-ol